(3S)-1-{[5-(3,4-dihydro-2H-1-benzopyran-7-yl)-3-methylthiophen-2-yl]carbonyl}pyrrolidin-3-amine O1CCCC2=C1C=C(C=C2)C2=CC(=C(S2)C(=O)N2C[C@H](CC2)N)C